NC=1C=C2CC[C@@H]([C@@H](C2=CC1)C1=CC=C(C=C1)N1CCC(CC1)CN1CCN(CC1)C=1C=C2CN(C(C2=CC1)=O)[C@@H]1C(NC(CC1)=O)=O)C1=CC=CC=C1 (S)-3-(5-(4-((1-(4-((1R,2S)-6-amino-2-phenyl-1,2,3,4-tetrahydronaphthalen-1-yl)phenyl)piperidin-4-yl)methyl)piperazin-1-yl)-1-oxoisoindolin-2-yl)piperidine-2,6-dione